C(C)OC(=O)C=1OC(=NN1)C=1C(=NC=C(C1)C#N)N1CCC1 5-(2-(Azetidin-1-yl)-5-cyanopyridin-3-yl)-1,3,4-oxadiazole-2-carboxylic acid ethyl ester